FC1=C(C(=C(C=C1F)F)F)C(C(=O)O)N=[N+]=[N-].C(#N)C1=CC=C(C=C1)S(=O)(=O)N(CCCC(C)C)F 4-cyano-N-fluoro-N-(4-methylpentyl)benzenesulfonamide 2,3,5,6-tetrafluorophenyl-2-azidoacetate